(E)-4-(2-(4-(chloromethyl)oxazol-2-yl)vinyl)-3-fluorobenzoic acid methyl ester COC(C1=CC(=C(C=C1)\C=C\C=1OC=C(N1)CCl)F)=O